N-[4-(1,3,4-oxadiazol-2-yl)phenyl]piperazine-1-carboxamide O1C(=NN=C1)C1=CC=C(C=C1)NC(=O)N1CCNCC1